6-[4-(difluoromethyl)phenyl]-N-[(2S)-1-hydroxyprop-2-yl]-2-(1-methyl-1H-pyrazol-4-yl)-3-oxo-2,3-dihydropyridazine-4-carboxamide FC(C1=CC=C(C=C1)C=1C=C(C(N(N1)C=1C=NN(C1)C)=O)C(=O)N[C@H](CO)C)F